N1,N3,N5-tris(4-aminophenyl)benzene-1,3,5-trimethanamide NC1=CC=C(C=C1)NC(=O)C1=CC(=CC(=C1)C(=O)NC1=CC=C(C=C1)N)C(=O)NC1=CC=C(C=C1)N